6,6a,7,8,9,10-hexahydrobenzo[e]pyrido[1,2-a][1,4]diazepine-5(12H)-carboxylate C1=CC=CC=2N(CC3N(CC21)CCCC3)C(=O)[O-]